C1(CCCCCCCCC(=O)OCCCO1)=O 1,3-propylene sebacate